FC1=CC(=C(C=C1)C=1C=NC=2N(C1)C=C(N2)COC2=CC=C(C=C2)F)SC 6-(4-fluoro-2-methylsulfanyl-phenyl)-2-[(4-fluorophenoxy)methyl]imidazo[1,2-a]pyrimidine